CC(=O)NC1=C(C=CC(=C1)C(F)(F)F)F n-[2-fluoro-5-(trifluoromethyl)phenyl]acetamide